(6aR,7R,10aS)-4-(4-(hydroxymethyl)phenyl)-7,10a-dimethyl-8-oxo-2-(pyridin-4-yl)-5,6,6a,7,8,10a-hexahydrobenzo[h]quinazoline-9-carbonitrile OCC1=CC=C(C=C1)C1=NC(=NC=2[C@]3([C@H](CCC12)[C@H](C(C(=C3)C#N)=O)C)C)C3=CC=NC=C3